N(=[N+]=[N-])C(C(=O)N)=C azidoacrylamide